methyl (Z)-1-(4-amino-2-fluorobut-2-en-1-yl)-4-(2-methyl-5-((trifluoromethyl)sulfonyl)phenyl)-1H-benzo[d][1,2,3]triazol-6-carboxylate hydrochloride Cl.NC\C=C(\CN1N=NC2=C1C=C(C=C2C2=C(C=CC(=C2)S(=O)(=O)C(F)(F)F)C)C(=O)OC)/F